4-[6-(2-Benzyl-benzyl)-4-cyano-3-hydroxy-pyridin-2-yl]-4-oxo-butyric acid ethyl ester C(C)OC(CCC(=O)C1=NC(=CC(=C1O)C#N)CC1=C(C=CC=C1)CC1=CC=CC=C1)=O